N=1C=CN2C1C=C(C=C2)CNC(C2=CC(=C(C=C2)S(=O)(=O)CC2=NN(C=C2)C)I)=O N-(Imidazo[1,2-a]pyridin-7-ylmethyl)-3-iodo-4-(((1-methyl-1H-pyrazol-3-yl)methyl)sulfonyl)benzamide